CN1CCC(CC1)OC1=CC=CC=2N(C=NC21)C(=O)NCCC2=CC=CC=C2 4-((1-Methylpiperidin-4-yl)oxy)-N-phenethyl-1H-benzo[d]imidazole-1-carboxamide